BrC1=C(C(=C(C(=C1F)F)C=1OC(=NN1)C=1C(=NN2C1C=CC=C2)OC)F)F 2-(4-Bromo-2,3,5,6-tetrafluorophenyl)-5-(2-methoxypyrazolo[1,5-a]pyridin-3-yl)-1,3,4-oxadiazole